N-[(2S)-1-(dimethylamino)propan-2-yl]-3-{2-[(1,5-dimethyl-1H-pyrazol-3-yl)amino]pyrimidin-4-yl}-1-methyl-1H-pyrazole-5-carboxamide CN(C[C@H](C)NC(=O)C1=CC(=NN1C)C1=NC(=NC=C1)NC1=NN(C(=C1)C)C)C